4,4,6-trimethyl-2-[1-(trifluoromethyl)vinyl]-1,3,2-dioxaborinane CC1(OB(OC(C1)C)C(=C)C(F)(F)F)C